(R)-2-(N-[4-Amino-5-(4-methoxybenzoyl)thiazol-2-yl]-4-chloroanilino)propanamid NC=1N=C(SC1C(C1=CC=C(C=C1)OC)=O)N(C1=CC=C(C=C1)Cl)[C@@H](C(=O)N)C